trans-6-(2-([2,2'-bipyrimidin]-5-yl)cyclopropyl)-4-fluoro-2-(3-methoxypropyl)-2H-indazole N1=C(N=CC(=C1)[C@H]1[C@@H](C1)C=1C=C(C2=CN(N=C2C1)CCCOC)F)C1=NC=CC=N1